2-chloro-4-(3,3-difluoro-4,4-dimethyl-pyrrolidin-1-yl)pyridine-3-carbaldehyde ClC1=NC=CC(=C1C=O)N1CC(C(C1)(C)C)(F)F